C(C)(C)(C)OC(=O)N1C2COCC1CN(C2)C=2OC1=C(N2)C(=C(C=C1Br)Cl)OC(F)(F)F.C(C1=CC=CC=C1)OC1=CC(=CC=C1)OCCBr 1-benzyloxy-3-(2-bromoethoxy)benzene tert-Butyl-7-(7-bromo-5-chloro-4-(trifluoromethoxy)benzo[d]oxazol-2-yl)-3-oxa-7,9-diazabicyclo[3.3.1]nonane-9-carboxylate